C1(=CC=CC=C1)C=1OC2=C(C1)C=C(C(=C2)O)O 2-phenyl-5,6-dihydroxybenzofuran